C(#N)NC(C(C)(C)N1C(N(C2=C(C1=O)C(=C(S2)C=2OC=CN2)C)C[C@H](OC2CCOCC2)C2=C(C=CC=C2)OC)=O)=O (R)-N-cyano-2-(1-(2-(2-methoxyphenyl)-2-((tetrahydro-2H-pyran-4-yl)oxy)ethyl)-5-methyl-6-(oxazol-2-yl)-2,4-dioxo-1,2-dihydrothieno[2,3-d]pyrimidin-3(4H)-yl)-2-methylpropanamide